N5-(5-((4-chlorobenzyl)oxy)-1,3,4-thiadiazol-2-yl)-N2-methyl-4-morpholinopyridine-2,5-dicarboxamide ClC1=CC=C(COC2=NN=C(S2)NC(=O)C=2C(=CC(=NC2)C(=O)NC)N2CCOCC2)C=C1